ClC=1C=C(N=NC1Cl)C(=O)OC methyl 5,6-dichloropyridazine-3-carboxylate